(2S)-4-[2-(3-iodo-1-methyl-1H-indazol-5-yl)ethyl]-2-methylpiperazine IC1=NN(C2=CC=C(C=C12)CCN1C[C@@H](NCC1)C)C